tert-butyl (tert-butoxycarbonyl)(2-(3-methoxyprop-1-yn-1-yl)pyrimidin-4-yl)carbamate C(C)(C)(C)OC(=O)N(C(OC(C)(C)C)=O)C1=NC(=NC=C1)C#CCOC